3-(2-Methyl-4-oxo-5-(piperazin-1-ylmethyl)quinazolin-3(4H)-yl)piperidine-2,6-dione CC1=NC2=CC=CC(=C2C(N1C1C(NC(CC1)=O)=O)=O)CN1CCNCC1